O1C(=CC=C1)C(=O)N1C=NC=C1 furan-2-yl(1H-imidazol-1-yl)methanone